C(C)(C)(C)OC(=O)N1C(C2=C(CC1)NC(=C2NC2=CC=C(C=C2)Cl)C2=CC=NC=C2)=O.BrC2=C(C=CC=C2)CC(=O)NC=2C=C(CNC1=C(C(=O)N)C=CC=C1)C=CC2 2-(3-(2-bromophenylacetamido)benzylamino)benzamide tert-Butyl-3-((4-chlorophenyl)amino)-4-oxo-2-(pyridin-4-yl)-1,4,6,7-tetrahydro-5H-pyrrolo[3,2-c]pyridine-5-carboxylate